ClC1=C(CSC=2C=CC(=NC2)NC(CC#N)=O)C=CC=C1 N-(5-((2-chlorobenzyl)thio)pyridin-2-yl)-2-cyanoacetamide